C(CCCCCCCCCCC)S(CCCCCCCCCCCC)CCOC(C(C(=O)[O-])(CC1=CC(=C(C(=C1)C(C)(C)C)O)C(C)(C)C)CC1=CC(=C(C(=C1)C(C)(C)C)O)C(C)(C)C)=O didodecylmercaptoethyl-2,2-bis(3,5-di-tert-butyl-4-hydroxybenzyl)malonate